O1C=NC=C1C(=O)N oxazole-5-carboxamide